C[Si](C#CC=1C=NN(C1)C1N(CC1)C(=O)[O-])(C)C 4-[2-(trimethylsilyl)ethynyl]pyrazol-1-ylazetidine-1-carboxylate